(E)-N-(4-(1-(6-(4-(7-((2-(2,6-dioxopiperidin-3-yl)-1,3-dioxoisoindolin-4-yl)oxy)heptanoyl)piperazin-1-yl)pyridazine-3-carbonyl)piperidin-4-yl)butyl)-3-(pyridin-3-yl)acrylamide O=C1NC(CCC1N1C(C2=CC=CC(=C2C1=O)OCCCCCCC(=O)N1CCN(CC1)C1=CC=C(N=N1)C(=O)N1CCC(CC1)CCCCNC(\C=C\C=1C=NC=CC1)=O)=O)=O